ClC1=C2C(=C[C@@]3(CCC=4C(=NC(=NC4C3)OC[C@H]3N(CCC3)C)N3C[C@@H](NCC3)CC#N)C2=CC=C1)C 2-((S)-4-((S)-4-chloro-3-methyl-2'-(((S)-1-methylpyrrolidin-2-yl)methoxy)-5',8'-dihydro-6'H-spiro[indene-1,7'-quinazolin]-4'-yl)piperazin-2-yl)acetonitrile